2-cyclopropyl-4-(o-tolylamino)pyrimidine-5-carbonitrile C1(CC1)C1=NC=C(C(=N1)NC1=C(C=CC=C1)C)C#N